CN1C(NC(C1=O)CC1=CNC2=C(C=CC=C12)C)=O 3-Methyl-5-((7-methyl-1H-indol-3-yl)methyl)imidazolidin-2,4-dion